BrC1=CC(=C(C=C1)N1CCOCC1)CN1CC(CC1)OC 4-(4-bromo-2-((3-methoxypyrrolidin-1-yl)methyl)phenyl)morpholine